tert-butyl (6-bromo-2-chloro-7-methylpyrrolo[2,1-f][1,2,4]triazin-4-yl)(furan-2-ylmethyl)carbamate BrC=1C=C2C(=NC(=NN2C1C)Cl)N(C(OC(C)(C)C)=O)CC=1OC=CC1